(7S)-7-Methyl-2-[2-(2-oxo-1,2-dihydropyridin-1-yl)ethyl]-3-[2-oxo-2-(3-oxopiperazin-1-yl)ethyl]-3H,6H,7H,8H,9H-imidazo[4,5-f]chinolin C[C@@H]1NC2=CC=C3C(=C2CC1)N=C(N3CC(N3CC(NCC3)=O)=O)CCN3C(C=CC=C3)=O